NC=1C(=NON1)N1N=NC(=C1C)C(C)O 1-[1-(4-amino-1,2,5-oxadiazol-3-yl)-5-methyl-1,2,3-triazol-4-yl]ethanol